[O-]B[O-] dioxido-borane